Pyrrolidine-3-Pentanone N1CC(CC1)CCCC(C)=O